2-(hydroxymethyl)-2-methylpropane-1,3-diyl bis(2,2-dimethylpent-4-ynoate) CC(C(=O)OCC(COC(C(CC#C)(C)C)=O)(C)CO)(CC#C)C